ClC=1C=C2NC=C(C[C@H](N)C(=O)O)C2=CC1 6-chloro-tryptophan